C1=CC=CC=2C3=CC=CC=C3C(C12)COC(=O)N[C@H](C(=O)N[C@H](C(=O)OC(C)C)CCC(C=[N+]=[N-])=O)CC(C)C Isopropyl (S)-2-((S)-2-((((9H-fluoren-9-yl)methoxy)carbonyl)amino)-4-methylpentanamido)-6-diazo-5-oxohexanoate